1-(4-(7-(1H-benzo[d]imidazol-4-yl)-6-chloroquinazolin-4-yl)piperazin-1-yl)prop-2-en-1-one N1C=NC2=C1C=CC=C2C2=C(C=C1C(=NC=NC1=C2)N2CCN(CC2)C(C=C)=O)Cl